methyl (1S,4R)-4-[[5-[(3,5-dichlorophenyl)carbamoyl]-2H-thiophene-5-carbonyl]amino]cyclopent-2-ene-1-carboxylate ClC=1C=C(C=C(C1)Cl)NC(=O)C1(C=CCS1)C(=O)N[C@H]1C=C[C@H](C1)C(=O)OC